[C].ClCC=O chloroacetaldehyde carbon